FC(C(C(=O)O[C@@H]1[C@H](OC(/C=C/[C@H]([C@H](CCCCCCCC1)OC(C(C(F)(F)F)(C1=CC=CC=C1)OC)=O)OC(C(C(F)(F)F)(C1=CC=CC=C1)OC)=O)=O)C)(C1=CC=CC=C1)OC)(F)F (2R,3S,12S,13R,E)-2-methyl-16-oxooxacyclohexadec-14-ene-3,12,13-triyl tris(3,3,3-trifluoro-2-methoxy-2-phenylpropanoate)